BrC=1N=C(C=2N(C1)C(=CN2)C(=O)OCC)OC ethyl 6-bromo-8-methoxyimidazo[1,2-a]pyrazine-3-carboxylate